[Si](C)(C)(C(C)(C)C)N=S(=O)(C)N[C@H]1C[C@H](CCC1)C(=O)NC1=NC=C(C(=C1)C1=CC2=C(N=CN2C(C)C)C(=C1)F)C (1S,3R)-3-[[N-[tert-butyl(dimethyl)silyl]-S-methyl-sulfonimidoyl]amino]-N-[4-(7-fluoro-3-isopropyl-benzimidazol-5-yl)-5-methyl-2-pyridyl]cyclohexanecarboxamide